FC1=C(C=CC(=C1F)OC)C1=CN=C2N1C=CN=C2NC2=CC(=C(C=C2)C(=O)N2CCN(CC2)C(=O)C2CCNCC2)CC [4-[[3-(2,3-difluoro-4-methoxyphenyl)imidazo[1,2-a]pyrazin-8-yl]amino]-2-ethylphenyl]-[4-(piperidine-4-carbonyl)piperazin-1-yl]methanone